FC(C=1C=C(C=NC1N1N=NC=C1)NC(OC(C)(C)C)=O)F Tert-butyl (5-(difluoromethyl)-6-(1H-1,2,3-triazol-1-yl)pyridin-3-yl)carbamate